N-(6-methyl-2-(2,6-diazaspiro[3.4]oct-6-yl)pyrimidin-4-yl)-1H-indazol-5-amine CC1=CC(=NC(=N1)N1CC2(CNC2)CC1)NC=1C=C2C=NNC2=CC1